2-(4-(4-(5-carbamoylpyrimidin-2-yl)piperazine-1-carbonyl)phenyl)-1H-benzo[d]imidazole-4-carboxamide C(N)(=O)C=1C=NC(=NC1)N1CCN(CC1)C(=O)C1=CC=C(C=C1)C1=NC2=C(N1)C=CC=C2C(=O)N